N-(5-((4-(8-fluoro-2-oxo-5,6-dihydro-4H-imidazo[4,5,1-ij]quinolin-1(2H)-yl)pyrimidin-2-yl)amino)-4-methoxy-2-(2,5-diazaspiro[3.4]octan-2-yl)phenyl)acrylamide FC=1C=C2CCCN3C2=C(C1)N(C3=O)C3=NC(=NC=C3)NC=3C(=CC(=C(C3)NC(C=C)=O)N3CC1(C3)NCCC1)OC